FC(N1C(=NN=C1CN(C)C)SC1=C(C(=O)NC=2C=CC(=C(C(=O)N)C2)C(C(C(F)(F)F)(F)F)(F)F)C=C(C=C1)[N+](=O)[O-])F 5-[[2-[[4-(difluoromethyl)-5-[(dimethylamino)methyl]-1,2,4-triazol-3-yl]sulfanyl]-5-nitro-benzoyl]amino]-2-(1,1,2,2,3,3,3-heptafluoropropyl)benzamide